Dysprosium tetranitrate [N+](=O)([O-])[O-].[N+](=O)(O)[O-].[N+](=O)([O-])[O-].[N+](=O)([O-])[O-].[Dy+3]